C(C1=CC=CC=C1)OC=1C=C2CCC3(CC2=C(C1NCC(=O)OC(C)(C)C)F)OCCO3 tert-butyl {[6'-(benzyloxy)-8'-fluoro-3',4'-dihydro-1'H-spiro[[1,3]dioxolane-2,2'-naphthalen]-7'-yl]amino}acetate